ClC1=C(C(=CC=C1Cl)O)[C@H]1C[C@@H]2N(C(CN(C2)CC=C)=O)C1 (7R,8aS)-7-(2,3-dichloro-6-hydroxyphenyl)-2-(prop-2-en-1-yl)-hexahydropyrrolo[1,2-a]pyrazin-4-one